3-chloro-5-trifluoromethyl-2-picolinic acid methyl ester COC(C1=NC=C(C=C1Cl)C(F)(F)F)=O